9,10-diacetylanthracene C(C)(=O)C=1C2=CC=CC=C2C(=C2C=CC=CC12)C(C)=O